OC(C(C)OC(=O)C1(CCC2(OC(C(O2)C)C)CC1)NC(CC1=C(C=CC(=C1)C)C)=O)C 3-Hydroxybutan-2-yl-8-{[(2,5-dimethylphenyl)acetyl]amino}-2,3-dimethyl-1,4-dioxaspiro[4.5]decan-8-carboxylat